OC(C=O)(C)C(F)(F)F 2-hydroxy-2-trifluoromethylpropanal